C(C)(C)(C)OC(=O)N1C=CC2=C(C(=CC(=C12)C)OC)CN1C(CCCC1)C1=CC=C(C=2C=NNC12)C(=O)OCC ethyl 7-(1-((1-(tert-butoxycarbonyl)-5-methoxy-7-methyl-1H-indol-4-yl)methyl)piperidin-2-yl)-1H-indazole-4-carboxylate